ClC1=NC=C(C=N1)NC1=NC=CC2=CC(=CC=C12)OC[C@@H]1C[S@@](CCC1)(=N)=O trans-3-(((1-((2-chloropyrimidin-5-yl)amino)isoquinolin-6-yl)oxy)methyl)-1-iminohexahydro-1λ6-thiopyran 1-oxide